COC1=C(C=CC=C1)NC1=NC=C(C(=N1)NC1=CC(=CC=C1)OC)C(=O)OCC Ethyl 2-((2-methoxyphenyl)amino)-4-((3-methoxyphenyl)amino)pyrimidine-5-carboxylate